OC=1C=NC(=NC1)C(C(=O)OCC)(C)C ethyl 2-(5-hydroxypyrimidin-2-yl)-2-methylpropanoate